[1-(3-chloro-2-piperazin-1-yl-6-quinolyl)-4-piperidyl]methanamine dihydrochloride Cl.Cl.ClC=1C(=NC2=CC=C(C=C2C1)N1CCC(CC1)CN)N1CCNCC1